5-((3-(2-acetamidoethyl)-1H-indol-6-yl)oxy)-5-oxopentanoic acid C(C)(=O)NCCC1=CNC2=CC(=CC=C12)OC(CCCC(=O)O)=O